OC1(CC(C1)C(=O)N1CC2(C1)CCC(CC2)C2=C(C(=CC=C2)OC(C)C)C)C ((1s,3s)-3-Hydroxy-3-methylcyclobutyl)(7-(3-isopropoxy-2-methylphenyl)-2-azaspiro[3.5]nonan-2-yl)methanon